tert-butyl (4-bromobutanoyl)(4-bromophenyl)carbamate BrCCCC(=O)N(C(OC(C)(C)C)=O)C1=CC=C(C=C1)Br